NC=1C=2N(C=CN1)C(=NC2C(C2=C(C=C(C=C2)OC2=CC=NC=C2)Cl)=O)[C@H]2N(CCC2)C(C#CC)=O (S)-1-(2-(8-amino-1-(2-chloro-4-(pyridin-4-yloxy)benzoyl)imidazo[1,5-a]pyrazin-3-yl)pyrrolidin-1-yl)but-2-yn-1-one